8-[(1S)-1-[tert-butyl(dimethyl)silyl]oxyethyl]-2-ethylsulfanyl-3,6-dimethyl-chromen-4-one [Si](C)(C)(C(C)(C)C)O[C@@H](C)C=1C=C(C=C2C(C(=C(OC12)SCC)C)=O)C